5-(3-iodopropyl)-4-methyl-2-tetrahydropyran-2-yl-pyridazin-3-one ICCCC1=C(C(N(N=C1)C1OCCCC1)=O)C